2,6-Dichloro-4-ethylpyridine-3,5-dicarbonitrile ClC1=NC(=C(C(=C1C#N)CC)C#N)Cl